carbamic acid pivalate C(C(C)(C)C)(=O)O.C(N)(O)=O